O1COC2=C1C=CC(=C2)[C@@H]2[C@H]([C@@H](N(C2)CCNS(=O)(=O)C(CCCC)CCC)C2=CC(=C(C=C2)OC)F)C(=O)O (2R,3R,4S)-4-(2H-1,3-benzodioxol-5-yl)-2-(3-fluoro-4-methoxyphenyl)-1-[2-(N-propylpentane-1-sulfonylamino)ethyl]pyrrolidine-3-carboxylic acid